N[C@@H]1[C@@H](CCC1)C(=O)O (1R,2S)-2-aminocyclopentane-1-carboxylic acid